NC1=NN=C(S1)OCC12CCC(CC1)(CC2)O 4-(((5-amino-1,3,4-thiadiazol-2-yl)oxy)methyl)bicyclo(2.2.2)octane-1-ol